CN(CCCC=O)C N,N-dimethyl-4-oxobutan-1-amine